N4-[3,4,5-tris(octadecyloxy)benzoyl]-3'-tert-butyldimethylsilyldeoxycytidine C(CCCCCCCCCCCCCCCCC)OC=1C=C(C(=O)NC2=NC(N([C@H]3C[C@](O)([C@@H](CO)O3)[Si](C)(C)C(C)(C)C)C=C2)=O)C=C(C1OCCCCCCCCCCCCCCCCCC)OCCCCCCCCCCCCCCCCCC